C[SiH2]C Dimethyl-monosilane